tert-butyl (2-(aminomethyl)tetrahydrofuran-2-yl)carbamate hydrochloride Cl.NCC1(OCCC1)NC(OC(C)(C)C)=O